N-(3,4-dichlorobenzyl)-2-(6-(1-(1-hydroxycyclopropanecarbonyl)piperidin-4-yl)-4-oxoquinazolin-3(4H)-yl)-N-methylacetamide ClC=1C=C(CN(C(CN2C=NC3=CC=C(C=C3C2=O)C2CCN(CC2)C(=O)C2(CC2)O)=O)C)C=CC1Cl